FC1=CN=C(S1)N 5-fluoro-1,3-thiazol-2-amine